(2R,3S)-2-(4-(cyclopentylamino)phenyl)-7-fluoro-1-(2-fluoro-6-methylbenzoyl)-N-(4-(hydroxymethyl)-3-(trifluoromethyl)phenyl)-1,2,3,4-tetrahydroquinoline-3-carboxamide C1(CCCC1)NC1=CC=C(C=C1)[C@@H]1N(C2=CC(=CC=C2C[C@@H]1C(=O)NC1=CC(=C(C=C1)CO)C(F)(F)F)F)C(C1=C(C=CC=C1C)F)=O